4,9-dihydroxyl-3-methoxypterocarpan OC1=C(C=CC=2[C@@H]3OC4=CC(=CC=C4[C@@H]3COC12)O)OC